C(C)N(CCOC1=C(C2=CC=CC=C2C=C1)CC1=C(C(=CC2=CC=CC=C12)C)O)CC ((2-(2-(diethylamino)ethoxy)naphthalen-1-yl)methyl)-3-methylnaphthalen-2-ol